ClC1=CC(=NC=C1)C(=O)N1CCN(CC1)C1=CC=CC=C1 (4-chloropyridin-2-yl)(4-phenylpiperazin-1-yl)methanone